Heptatriacontanoic acid C(CCCCCCCCCCCCCCCCCCCCCCCCCCCCCCCCCCCC)(=O)O